BrC=1C(=NC=C(C1)O)C 3-bromo-5-hydroxy-2-picoline